NC1=NC=2C=CC=CC2C2=C1N=C(N2CCOCCNC(=O)NC2=CC=CC=C2)CCOC N-(2-{2-[4-amino-2-(2-methoxyethyl)-1H-imidazo[4,5-c]quinolin-1-yl]ethoxy}ethyl)-N'-phenylurea